methyl (R)-2-(4-(3H-[1,2,3]triazolo[4,5-b]pyridin-3-yl)-2-fluoro-N-(piperidin-3-yl)benzamido)nicotinate formate salt C(=O)O.N1=NN(C2=NC=CC=C21)C2=CC(=C(C(=O)N([C@H]1CNCCC1)C1=C(C(=O)OC)C=CC=N1)C=C2)F